[Si](C1=CC=CC=C1)(C1=CC=CC=C1)(C(C)(C)C)OC1C(COC1)N1CCN(CC1)C=1C(=CC2=C(N=C(N=C2)SC)N1)Cl 7-(4-(4-((tert-butyldiphenylsilyl)oxy)tetrahydrofuran-3-yl)piperazin-1-yl)-6-chloro-2-(methylthio)pyrido[2,3-d]pyrimidine